N-(4-(benzyloxy)phenyl)-2-(7-chloroimidazo[1,2-a]pyridine-2-carbonyl)hydrazine-1-carbothioamide C(C1=CC=CC=C1)OC1=CC=C(C=C1)NC(=S)NNC(=O)C=1N=C2N(C=CC(=C2)Cl)C1